[(6,6'-Bis(naphthalen-2-yl)[1,1-binaphthalene]-2,2'-diyl)bis(oxy-4,1-phenylene)]dimethanol C1=C(C=CC2=CC=CC=C12)C=1C=C2C=CC(=C(C2=CC1)C1=C(C=CC2=CC(=CC=C12)C1=CC2=CC=CC=C2C=C1)OC1=CC=C(C=C1)CO)OC1=CC=C(C=C1)CO